BrC=1C=C(C=CC1C)C1=CC(=CN1)CC 5-(3-bromo-4-methylphenyl)-3-ethyl-1H-pyrrol